C1(CCCC1)CO[SiH](C)C cyclopentylmethoxydimethylsilane